Naphthothiadiazol N1=NSC2=C1C1=CC=CC=C1C=C2